O1C(OCC1)C1=CC2=C(N(C(=N2)[C@H](COC(C(F)(F)F)(C)C)NS(=O)C(C)(C)C)COCC[Si](C)(C)C)C=C1 |o1:12| N-((R*)-1-(5-(1,3-dioxolan-2-yl)-1-((2-(trimethylsilyl)ethoxy)methyl)-1H-benzo[d]imidazol-2-yl)-2-((1,1,1-trifluoro-2-methylpropan-2-yl)oxy)ethyl)-2-methylpropane-2-sulfinamide